N1C(NCCC1)=S tetrahydropyrimidine-thione